sodium 4,5-dicyano-2-(trifluoromethyl)imidazolide C(#N)C=1N=C([N-]C1C#N)C(F)(F)F.[Na+]